(3-cyanocyclobutyl) methanesulfonate CS(=O)(=O)OC1CC(C1)C#N